ethyl 4-((4-methoxybenzyl)amino)-1-(tetrahydro-2H-pyran-2-yl)-1H-pyrazole-3-carboxylate COC1=CC=C(CNC=2C(=NN(C2)C2OCCCC2)C(=O)OCC)C=C1